C(=CC1=CC=CC=C1)S(=O)(=O)Cl StyreneSulfonyl Chloride